3-(4-amino-3-(methylamino)phenyl)-7-(2,2-difluoroethoxy)-1-(4-(methoxy-d3)phenyl)-3,4-dihydropyrido[2,3-d]pyrimidin-2(1H)-one NC1=C(C=C(C=C1)N1C(N(C2=C(C1)C=CC(=N2)OCC(F)F)C2=CC=C(C=C2)OC([2H])([2H])[2H])=O)NC